ClC1=CC=C(C=C1)[B-](C1=CC=C(C=C1)Cl)(C1=CC=C(C=C1)Cl)C1=CC=C(C=C1)Cl.[K+] potassium tetrakis(p-chlorophenyl)borate